NC1=CC(=NN1C)C(=O)N1C[C@@]2(CC1)C(NC1=CC(=C(C=C12)Cl)Cl)=O (S)-1'-(5-amino-1-methyl-1H-pyrazole-3-carbonyl)-5,6-dichlorospiro[indoline-3,3'-pyrrolidin]-2-one